methyl 6-chloro-3-(difluoromethyl)pyridine-2-carboxylate ClC1=CC=C(C(=N1)C(=O)OC)C(F)F